ClC=1C=CC2=C(C[C@@H](CC=3N2C(=NN3)[C@@H]3CC[C@H](CC3)OC3=NC=CC=C3)N(CC#C)C)C1 (5S)-8-chloro-N-methyl-N-(prop-2-yn-1-yl)-1-[trans-4-(pyridin-2-yloxy)cyclohexyl]-5,6-dihydro-4H-[1,2,4]triazolo[4,3-a][1]benzazepin-5-amine